C(CCCCCCCCCCCCCCC)OC(CCSCC(C(=O)OCC(CCCCCCCC)CCCCCC)CC(=O)NC1CCN(CC1)C)=O 2-hexyldecyl 2-(((3-(hexadecyloxy)-3-oxopropyl)thio)methyl)-4-((1-methylpiperidin-4-yl)amino)-4-oxobutanoate